FC1C(C2(CCCC2)CC(C1)C1=CC(=C(C=C1)F)C)O 7-fluoro-9-(4-fluoro-3-methylphenyl)spiro[4.5]decan-6-ol